ethyl 1'-(1-bromo-8-chloroimidazo[1,5-a]pyrazin-3-yl)dispiro[[1,3]dioxolane-2,2'-bicyclo[2.2.2]octane-5',2''-[1,3]dioxolane]-4'-carboxylate BrC=1N=C(N2C1C(=NC=C2)Cl)C21C3(CC(CC1)(C1(OCCO1)C2)C(=O)OCC)OCCO3